C(#N)C1(CC1)C(=O)N[C@H](C(=O)N1C(C(C(C1)O)F)C(=O)NCC1=CC=C(C=C1)C1=C(N=CS1)C)C(C)(C)C 1-((S)-2-(1-cyanocyclopropane-1-carboxamido)-3,3-dimethylbutanoyl)-3-fluoro-4-hydroxy-N-(4-(4-methylthiazol-5-yl)benzyl)pyrrolidine-2-carboxamide